5-(2-aminoethoxy)-2-({6-methylimidazo[1,2-a]pyridin-2-yl}methyl)-1,2-dihydro-2,7-naphthyridin-1-one NCCOC1=C2C=CN(C(C2=CN=C1)=O)CC=1N=C2N(C=C(C=C2)C)C1